1-ethyl-6-oxopyridine-3-carboxylic acid C(C)N1C=C(C=CC1=O)C(=O)O